(S)-4-(4-(5-(aminomethyl)-2-oxooxazolidin-3-yl)phenyl)morpholin-3-one NC[C@H]1CN(C(O1)=O)C1=CC=C(C=C1)N1C(COCC1)=O